Cl[C@@H](C(=O)[O-])CC |r| (R/S)-2-chlorobutyrate